C1C(CC2=CC=CC=C12)CC(=O)O (2,3-dihydro-1H-inden-2-yl)acetic acid